OB1OCC2=C1C(=C(C=C2)C(=O)N[C@@H](C(C)C)C(=O)OC)C Methyl (1-hydroxy-7-methyl-1,3-dihydrobenzo[c][1,2]oxaborole-6-carbonyl)-L-valinate